2-methylsulfanyl-5-(4-nitrophenyl)-5,6-dihydropyrido[2,3-d]pyrimidine-4,7(3H,8H)-dione CSC=1NC(C2=C(N1)NC(CC2C2=CC=C(C=C2)[N+](=O)[O-])=O)=O